tert-Butyl 4-((4-(3-((2-((1S)-1-((tetrahydro-2H-pyran-2-yl)oxy)ethyl)-1H-imidazol-1-yl)methyl)isoxazol-5-yl)phenyl)ethynyl)-3,6-dihydropyridine-1(2H)-carboxylate O1C(CCCC1)O[C@@H](C)C=1N(C=CN1)CC1=NOC(=C1)C1=CC=C(C=C1)C#CC=1CCN(CC1)C(=O)OC(C)(C)C